(S)-2-(3-chlorophenyl)-2-methyl-1-phenylpropyl ((2S)-1-(((2S)-4-(cyclopropylamino)-3-hydroxy-4-oxo-1-((S)-2-oxopyrrolidin-3-yl)butan-2-yl)amino)-1-oxohexan-2-yl)carbamate C1(CC1)NC(C([C@H](C[C@H]1C(NCC1)=O)NC([C@H](CCCC)NC(O[C@H](C(C)(C)C1=CC(=CC=C1)Cl)C1=CC=CC=C1)=O)=O)O)=O